2,3,4,5-tetrakis(trifluoromethyl)aniline FC(C1=C(N)C=C(C(=C1C(F)(F)F)C(F)(F)F)C(F)(F)F)(F)F